NC=1N=C2N(C=C(C=C2)C=2N=CSC2C)C1C(=O)[C@H]1[C@H](C1)F (2-amino-6-(5-methylthiazol-4-yl)imidazo[1,2-a]pyridin-3-yl)((1S,2S)-2-fluorocyclopropyl)methanone